N-[(1S)-2-[[(1S)-1-cyano-2-[(3S)-2-oxopyrrolidin-3-yl]ethyl]amino]-1-(cyclopropylmethyl)-2-oxo-ethyl]-4-methoxy-indoline-2-carboxamide C(#N)[C@H](C[C@H]1C(NCC1)=O)NC([C@H](CC1CC1)NC(=O)C1NC2=CC=CC(=C2C1)OC)=O